N-(8,9-difluoro-4,6-dioxo-1,4,5,6-tetrahydro-2H-pyrano[3,4-c]isoquinolin-1-yl)-6-(difluoromethyl)-5-fluoro-N-methyl-1H-indole-2-carboxamide FC=1C(=CC=2C3=C(NC(C2C1)=O)C(OCC3N(C(=O)C=3NC1=CC(=C(C=C1C3)F)C(F)F)C)=O)F